C(C)(C)(C)OC(C(C)O)=O 2-hydroxy-propionic acid tert-butyl ester